6-fluoro-4-(4,4,5,5-tetramethyl-1,3,2-dioxaborolan-2-yl)-1H-indazole FC1=CC(=C2C=NNC2=C1)B1OC(C(O1)(C)C)(C)C